6-amino-3-((3-((3R,5R)-5-(4-fluorophenyl)tetrahydro-furan-3-yl)-1,2,4-oxadiazol-5-yl)methyl)-5-methylpyrazolo[5,1-f][1,2,4]triazin-4(3H)-one NC1=NN2N=CN(C(C2=C1C)=O)CC1=NC(=NO1)[C@@H]1CO[C@H](C1)C1=CC=C(C=C1)F